N[C@@H]1C2=CC=CC=C2CC12CCN(CC2)C=2NC(C1=C(N2)NN=C1C1(CC1)C1=CC(=CC=C1)OC1COCC1)=O 6-((S)-1-amino-1,3-dihydrospiro[indene-2,4'-piperidin]-1'-yl)-3-(1-(3-((tetrahydrofuran-3-yl)oxy)phenyl)cyclopropyl)-1,5-dihydro-4H-pyrazolo[3,4-d]pyrimidin-4-one